(R)-5-((5-(3-fluoroimidazo[1,2-a]pyridin-6-yl)-4-methoxy-7H-pyrrolo[2,3-d]pyrimidin-2-yl)amino)-1-methylpiperidin-2-one FC1=CN=C2N1C=C(C=C2)C2=CNC=1N=C(N=C(C12)OC)N[C@@H]1CCC(N(C1)C)=O